3-fluoro-4-formyl-N-hydroxybenzamide FC=1C=C(C(=O)NO)C=CC1C=O